zinc bis(oxalate) borate B([O-])([O-])O.C(C(=O)O)(=O)O.C(C(=O)O)(=O)O.[Zn+2]